1-(2-fluoro-3-nitrophenyl)ethan-1-one FC1=C(C=CC=C1[N+](=O)[O-])C(C)=O